Ethyl-1,5-dimethyl-1H-imidazole-4-carboxylate C(C)OC(=O)C=1N=CN(C1C)C